C(C)(C)(C)OC(=O)N1[C@H](C[C@H](CC1)OC1=NC=C(N=C1)C#N)C (2S,4S)-4-(5-Cyanopyrazin-2-yl)oxy-2-methyl-piperidine-1-carboxylic acid tert-butyl ester